NC1CCC(CC1)NC1=NC2=C(C=C(C=C2C=N1)C=1C=CC(=NC1OC)NS(=O)(=O)CC(F)(F)F)CC N-(5-(2-(((1r,4r)-4-aminocyclohexyl)amino)-8-ethylquinazolin-6-yl)-6-methoxypyridin-2-yl)-2,2,2-trifluoroethane-1-sulfonamide